8-(1-Hexyl-1H-1,2,3-triazol-4-yl)-5-methoxy-4-[(1-naphthyl)methyl]-2-oxo-7-thia-1-azabicyclo[4.3.0]nona-3,5,8-triene-9-carboxylic acid C(CCCCC)N1N=NC(=C1)C=1SC2=C(C(=CC(N2C1C(=O)O)=O)CC1=CC=CC2=CC=CC=C12)OC